C(C)(=O)N1CC2(C1)N(C(CN(C2=O)C2=C(C=C(C#N)C=C2)F)=O)[C@@H](C)C2=CC=C(C=C2)C(F)(F)F (S)-4-(2-acetyl-6,9-dioxo-5-(1-(4-(trifluoromethyl)phenyl)ethyl)-2,5,8-triazaspiro[3.5]nonan-8-yl)-3-fluorobenzonitrile